(1-(6-(1-methyl-1H-pyrazol-4-yl)pyrazolo[1,5-a]pyrazin-4-yl)azepan-4-yl)methanamine hydrochloride Cl.CN1N=CC(=C1)C=1N=C(C=2N(C1)N=CC2)N2CCC(CCC2)CN